COC1=C(C=NC=C1C)C 4-methoxy-3,5-dimethylpyridine